tert-butyl 1,6-diazaspiro[3.4]octane-6-carboxylate N1CCC12CN(CC2)C(=O)OC(C)(C)C